2,3,4,5,6-pentafluoro-N-(2-((5-fluoro-2-((4-(2-methoxyethoxy)phenyl)amino)pyrimidin-4-yl)amino)ethyl)benzenesulfonamide FC1=C(C(=C(C(=C1F)F)F)F)S(=O)(=O)NCCNC1=NC(=NC=C1F)NC1=CC=C(C=C1)OCCOC